C(#N)C=1C=NN2C1C(=CC(=C2)OCC2(CC2)C#N)C=2C=CC(=NC2)N2CCC(CC2)(C)NC(=O)C2=NC=CC=C2CF N-(1-(5-(3-cyano-6-((1-cyanocyclopropyl)methoxy)pyrazolo[1,5-a]pyridin-4-yl)pyridine-2-yl)-4-methylpiperidin-4-yl)-3-fluoromethylpyridineamide